8-chloro-5-(4-fluorophenyl)-2-methyl-[1,2,4]triazolo[1,5-c]pyrimidin-7-amine ClC=1C=2N(C(=NC1N)C1=CC=C(C=C1)F)N=C(N2)C